IC1=C(NC2=C1C(NCC21CC1)=O)C1=CC=NC2=CC=C(N=C12)OC1COC1 3'-iodo-2'-[6-(oxetan-3-yloxy)-1,5-naphthyridin-4-yl]-5',6'-dihydro-1'H-spiro[cyclopropane-1,7'-pyrrolo[3,2-c]pyridin]-4'-one